C(C)(C)C1=CC2=C(C=C(C2=C(C=C1)C)SC1=CC2=CC=CC=C2C=C1)C 5-isopropyl-3,8-dimethyl-azulen-1-yl-(naphthalen-2-yl)sulfane